3-(1-methyl-4-piperidinyl)-5-(2-(N,N-dimethylaminosulfonyl)ethyl)indole CN1CCC(CC1)C1=CNC2=CC=C(C=C12)CCS(=O)(=O)N(C)C